C(=O)(OC(C)(C)C)NC1=C(C=C(C=C1)Br)F N-Boc-4-bromo-2-fluoroaniline